ClC=1C(N(C(=CC1OCC1=NC=C(C=C1F)F)C1CC1)C1=CC(=NC=C1C)C(\C=C\N(C)C)=O)=O (E)-3-chloro-6-cyclopropyl-4-((3,5-difluoropyridin-2-yl)methoxy)-2'-(3-(dimethylamino)acryloyl)-5'-methyl-2H-[1,4'-bipyridyl]-2-one